4-(3-{[(tert-butoxy)carbonyl]amino}phenyl)-1-propylpyridin-1-ium iodide [I-].C(C)(C)(C)OC(=O)NC=1C=C(C=CC1)C1=CC=[N+](C=C1)CCC